ClC=1C=CC(=C(C1)NC(=S)N1CC2(CC1)CN(CC2)C2=NC(=CC=C2)C(F)(F)F)OC N-(5-chloro-2-methoxyphenyl)-7-(6-(trifluoromethyl)pyridin-2-yl)-2,7-diazaspiro[4.4]nonane-2-thiocarboxamide